2-(5-amino-2-(furan-2-yl)-7H-pyrazolo[4,3-e][1,2,4]triazolo[1,5-c]pyrimidin-7-yl)-N-(4-methoxybenzyl)-2-phenylacetamide NC1=NC2=C(C=3N1N=C(N3)C=3OC=CC3)C=NN2C(C(=O)NCC2=CC=C(C=C2)OC)C2=CC=CC=C2